OC=1C=NC=NC1C 5-hydroxy-6-methylpyrimidin